O[C@@H]1[C@H](CCCC1)OC=1C=C2CN(C(C2=CC1)=O)C1C(N(C(CC1)=O)COCC[Si](C)(C)C)=O 3-(5-(((1S,2S)-2-hydroxycyclohexyl)oxy)-1-oxoisoindolin-2-yl)-1-((2-(trimethylsilyl)ethoxy)methyl)piperidine-2,6-dione